tertbutyl 6-[6-(2-cyano-3,6-difluoro-phenoxy)quinazolin-4-yl]oxy-2-azaspiro[3.3]heptane-2-carboxylate C(#N)C1=C(OC=2C=C3C(=NC=NC3=CC2)OC2CC3(CN(C3)C(=O)OC(C)(C)C)C2)C(=CC=C1F)F